ethyl 5-(6-oxa-3-azabicyclo[3.1.1]heptan-3-yl)pyrazolo[1,5-a]pyrimidine-3-carboxylate C12CN(CC(O1)C2)C2=NC=1N(C=C2)N=CC1C(=O)OCC